8-chloro-2-methyl-5-[[2-[(2S)-2-methyl-3-(5-methyl-6-oxo-1-tetrahydropyran-2-yl-pyridazin-4-yl)propyl]-2-azaspiro[3.3]heptan-6-yl]methyl]phthalazin-1-one ClC=1C=CC(=C2C=NN(C(C12)=O)C)CC1CC2(CN(C2)C[C@H](CC=2C=NN(C(C2C)=O)C2OCCCC2)C)C1